2,6-dichloropyrido[2,3-b]pyrazine ClC=1N=C2C(=NC1)N=C(C=C2)Cl